CN(C1=CC(=NC2=CC=CC=C12)C)C1=CC=C(C=C1)C(F)(F)F N,2-dimethyl-N-(4-trifluoromethylphenyl)quinolin-4-amine